COC(=O)C12C(=NC=3C=CC=CC13)C1(CCN2)C=NC2=CC=CC=C21.OC2=C(C=C(C=C2)F)/C(=C/C2=CC=NC=C2)/C2=CC=C(C=C2)F (E)-4-(2-(2-hydroxy-5-fluorophenyl)-2-(4-fluorophenyl)vinyl)pyridine Methyl-2',3'-dihydrospiro[indole-3,4'-pyrido[3,2-b]indole]-9b'(1'H)-carboxylate